OC(\C(=C/CC1(C(C(=O)OC)C=CC=C1)C)\C1=CC(=CC=C1)OC)C methyl (Z)-2-(4-hydroxy-3-(3-methoxyphenyl)-2-penten-1-yl)-2-methylbenzoate